NC1=CC(=C(C(=N1)[C@@H]1[C@H](CC=2C(=NC(=NC2C1)OCC12CCCN2CCC1)N(C)CC1CNC1)C)C(F)(F)F)C (6S,7S)-7-(6-amino-4-methyl-3-(trifluoromethyl)pyridin-2-yl)-N-(azetidin-3-ylmethyl)-2-((hexahydro-1H-pyrrolizin-7a-yl)methoxy)-N,6-dimethyl-5,6,7,8-tetrahydroquinazolin-4-amine